C1N(CC12CCNCC2)C2=CC=C(C=C2)C=2C=C(C1=CN(N=C1C2)C(C(=O)NC=2SC=CN2)C2=C1N(C=N2)CCC1)F 2-[6-[4-(2,7-diazaspiro[3.5]nonan-2-yl)phenyl]-4-fluoro-indazol-2-yl]-2-(6,7-dihydro-5H-pyrrolo[1,2-c]imidazol-1-yl)-N-thiazol-2-yl-acetamide